CS(=O)(=O)OCCOCCOCCOCCOCC1=CC=CC=C1 2-[2-[2-(2-benzyloxyethoxy) ethoxy]ethoxy]ethyl methanesulfonate